FC=1C=C(C=C(C1)F)[C@@H](C(=O)NC1=CC(=C(C=C1)C=1C=NC(=C(C(=O)NC(C)C)C1)NC)C)O (S)-5-(4-(2-(3,5-difluorophenyl)-2-hydroxyacetamido)-2-methylphenyl)-N-isopropyl-2-(methylamino)nicotinamide